N-(6-(((R)-2-(((1r,4R)-4-((5'-chloro-6-(((4-cyanotetrahydro-2H-pyran-4-yl)methyl)amino)-[2,4'-bipyridin]-2'-yl)amino)cyclohexyl)amino)propoxy)methyl)pyridin-2-yl)methanesulfonamide ClC=1C(=CC(=NC1)NC1CCC(CC1)N[C@@H](COCC1=CC=CC(=N1)NS(=O)(=O)C)C)C1=NC(=CC=C1)NCC1(CCOCC1)C#N